C1(=CC=CC=C1)C=1N=NN(C1)CC(=O)O (4-phenyl-1H-1,2,3-triazole-1-yl)acetic acid